(1R,2S,5S)-N-[3-amino-1-(cyclopropylmethyl)-2-hydroxy-3-oxo-propyl]-6,6-dimethyl-3-azabicyclo[3.1.0]hexane-2-carboxamide NC(C(C(CC1CC1)NC(=O)[C@@H]1[C@H]2C([C@H]2CN1)(C)C)O)=O